C(C)N(CC)C1=CC=C2C=C(C(OC2=C1)=O)C=O 7-(N,N'-diethylamino)coumarin-3-carbaldehyde